methyl (S)-2-((tert-butoxycarbonyl)amino)-3-(2-cyano-4-fluorophenyl)propanoate C(C)(C)(C)OC(=O)N[C@H](C(=O)OC)CC1=C(C=C(C=C1)F)C#N